FC=1C=2N(C=C(C1)NC(=O)C=1C(=NC(=NC1)N1CCN(CC1)C(=O)OC(C)(C)C)OC)C=C(N2)C tert-butyl 4-(5-((8-fluoro-2-methylimidazo[1,2-a]pyridin-6-yl)carbamoyl)-4-methoxypyrimidin-2-yl)piperazine-1-carboxylate